2-(2-((5-(1-aminoisoquinolin-5-yl)-2-(1-(ethoxycarbonyl)azetidin-3-yl)-2H-indazol-3-yl)methoxy)phenyl)acetic acid NC1=NC=CC2=C(C=CC=C12)C1=CC2=C(N(N=C2C=C1)C1CN(C1)C(=O)OCC)COC1=C(C=CC=C1)CC(=O)O